{(1R)-2-hydroxy-1-[4-(1H-1,2,4-triazol-1-yl)phenyl]ethyl}benzyl carbamate C(N)(OC(C1=CC=CC=C1)[C@@H](CO)C1=CC=C(C=C1)N1N=CN=C1)=O